C(CCCCCCC\C=C/C\C=C/CCCCC)(=O)O LINOLEIC ACID